ClC1=CC=C2C(=C(NC2=C1)C(=O)N1CC(CC1)C=1C=C2CN(C(C2=CC1)=O)C1C(NC(CC1)=O)=O)C 3-(5-(1-(6-chloro-3-methyl-1H-indole-2-carbonyl)pyrrolidin-3-yl)-1-oxoisoindolin-2-yl)piperidine-2,6-dione